N-(3-(8-cyano-4-(phenylamino)pyrazolo[1,5-a][1,3,5]triazin-2-ylamino)phenyl)acetamide C(#N)C=1C=NN2C1N=C(N=C2NC2=CC=CC=C2)NC=2C=C(C=CC2)NC(C)=O